(S)-1-(1-(difluoromethyl)cyclopropyl)-N-(1-(4-fluoro-3-(trifluoromethyl)phenyl)ethyl)-4-((1-methylpiperidin-4-yl)amino)-6-oxo-1,6-dihydropyridine-3-carboxamide FC(C1(CC1)N1C=C(C(=CC1=O)NC1CCN(CC1)C)C(=O)N[C@@H](C)C1=CC(=C(C=C1)F)C(F)(F)F)F